1-[2-bromo-3-[2-(dimethylamino)ethyl]-1H-indol-4-yl]ethan-1-one BrC=1NC2=CC=CC(=C2C1CCN(C)C)C(C)=O